(2-cyclopropyl-1-methyl-1H-pyrrolo[2,3-c]pyridin-3-yl)(3,5-dibromo-4-hydroxyphenyl)methanone C1(CC1)C1=C(C=2C(=CN=CC2)N1C)C(=O)C1=CC(=C(C(=C1)Br)O)Br